ClC=1C=CC(=C(CNC(C2=CN=C(C=C2)C2=C(C(=CC(=C2)C(=O)NC2CC2)F)C)=O)C1)F N-(5-chloro-2-fluorobenzyl)-6-{5-[(cyclopropylamino)carbonyl]-3-fluoro-2-methylphenyl}nicotinamide